4-(3-benzoylureido)-2,5-difluorophenyl-2-(2,6-dimethylphenyl)-2,4,6,7-tetrahydro-5H-pyrazolo[4,3-C]pyridine-5-carboxylic acid tert-butyl ester C(C)(C)(C)OC(=O)N1CC=2C(CC1)=NN(C2C2=C(C=C(C(=C2)F)NC(=O)NC(C2=CC=CC=C2)=O)F)C2=C(C=CC=C2C)C